S1C=C(C=C1)C1=CC2=C([C@@H](CCO2)CNC=2C=NC=CC2C(=O)O)C=C1 3-({[(4R)-7-(thiophen-3-yl)-3,4-dihydro-2H-1-benzopyran-4-yl]methyl}amino)pyridine-4-carboxylic acid